(S)-(2'-chloro-4-(3-(3-chloropyridin-2-yloxy) pyrrolidin-1-yl) biphenyl-3-yl) methanate hydrochloride Cl.C(=O)OC=1C=C(C=CC1N1C[C@H](CC1)OC1=NC=CC=C1Cl)C1=C(C=CC=C1)Cl